2-(4-(bromomethyl)phenyl)-1-(2-fluoroethyl)-4-(trifluoromethyl)-1H-imidazole BrCC1=CC=C(C=C1)C=1N(C=C(N1)C(F)(F)F)CCF